(E)-1-(4-((2-fluorophenyl)sulfonyl)piperazin-1-yl)-3-(4-hydroxy-3-methoxyphenyl)prop-2-en-1-one FC1=C(C=CC=C1)S(=O)(=O)N1CCN(CC1)C(\C=C\C1=CC(=C(C=C1)O)OC)=O